isobutyric acid decyl ester C(CCCCCCCCC)OC(C(C)C)=O